CN1CCC(CC1)NC(=O)NCC1=CC=C(C=C1)OCC(C)C 1-(1-methylpiperidin-4-yl)-3-{[4-(2-methylpropyloxy)phenyl]methyl}urea